2,6-dimethyl-3,5-heptanediol benzoate Diphenylphosphonite C1(=CC=CC=C1)P(O)(O)C1=CC=CC=C1.C(C1=CC=CC=C1)(=O)O.CC(C)C(CC(C(C)C)O)O